1-(3-hydroxyazetidin-1-yl)isochinolin OC1CN(C1)C1=NC=CC2=CC=CC=C12